C1(=CC=CC=C1)N1C(COCC1)=O 4-phenyl-morpholine-3-one